4-((4-benzylpiperazin-1-yl)sulfonyl)benzonitrile C(C1=CC=CC=C1)N1CCN(CC1)S(=O)(=O)C1=CC=C(C#N)C=C1